1-(3-chlorophenyl)-3-(3,5-dimethylphenyl)tetrahydro-1H-thieno[3,4-d]imidazol ClC=1C=C(C=CC1)N1CN(C2C1CSC2)C2=CC(=CC(=C2)C)C